C(=C)C1=C(C=CC=C1CO)C1=CC=CC=C1 (2-vinyl-[1,1'-biphenyl]-3-yl)methanol